ClC1=CC=C(C=C1)C1N(CCCC1)CC1CCN(CC1)C1=CC(=C(C(=O)NS(=O)(=O)C2=CC(=C(C=C2)NCC2CCOCC2)[N+](=O)[O-])C=C1)OC=1C=NN(C(C1)=O)C 4-[4-[[2-(4-chlorophenyl)-1-piperidyl]methyl]-1-piperidyl]-2-(1-methyl-6-oxo-pyridazin-4-yl)oxy-N-[3-nitro-4-(tetrahydropyran-4-ylmethylamino)phenyl]sulfonyl-benzamide